1-(cyclopropylamino)cyclobutane-1-carbonitrile C1(CC1)NC1(CCC1)C#N